FC1=CC=C(C=C1)C1=C2C=CN(C2=C(C=C1)C(=O)N[C@H](C)C1=CC=C(C(=O)O)C=C1)CC1=CC=C(C=C1)C(F)(F)F (R)-4-(1-(4-(4-fluorophenyl)-1-(4-(trifluoromethyl)benzyl)-1H-indole-7-carboxamido)ethyl)benzoic acid